C(C)(C)(C)OC(N[C@@H](CCC(N)=O)[C@@H](C)OCC1=CC2=CC=C(C=C2C=C1)Br)=O tert-butyl-N-[(3S,4R)-4-[(6-bromonaphthalen-2-yl)methoxy]-1-carbamoylpentan-3-yl]carbamate